(3R)-1-(1-(4-(dimethylamino)-4-oxobut-2-yn-1-yl)piperidin-3-yl)-N-(4-(4-morpholino-7H-pyrrolo[2,3-d]pyrimidin-6-yl)phenyl)pyrrolidine-3-carboxamide CN(C(C#CCN1CC(CCC1)N1C[C@@H](CC1)C(=O)NC1=CC=C(C=C1)C1=CC2=C(N=CN=C2N2CCOCC2)N1)=O)C